tert-Butyl 6-(6-bromo-3-ethylsulfanyl-5-fluoro-7,9-dihydrofuro[3,4-f]quinazolin-1-yl)-3,6-diazabicyclo[3.1.1]heptane-3-carboxylate BrC=1C2=C(C=3C(=NC(=NC3C1F)SCC)N1C3CN(CC1C3)C(=O)OC(C)(C)C)COC2